3,5,7-tri-O-benzyl-kaempferol C(C1=CC=CC=C1)OC1=C(OC=2C=C(C=C(C2C1=O)OCC1=CC=CC=C1)OCC1=CC=CC=C1)C1=CC=C(O)C=C1